ClC1=CC(=C(C=C1)C=1N=NC(=C2C1SC=C2)C=2C=C1CCN(CC1=CC2)C(=O)OC(C)(C)C)OCC2CC(N(CC2)C)=O tert-butyl 6-[7-[4-chloro-2-[(1-methyl-2-oxo-4-piperidyl)methoxy]phenyl]thieno[2,3-d]pyridazin-4-yl]-3,4-dihydro-1H-isoquinoline-2-carboxylate